C(C=C)(=O)OC(CSC=1SC(=NN1)SC)CC 2-acryloxy-n-butylthio-5-methylthio-1,3,4-thiadiazole